6-fluoro-2-[2-methoxy-6-methyl-4-(trifluoromethyl)phenyl]-1-methyl-N-[(3R)-1-methylpyrrolidin-3-yl]imidazo[4,5-b]pyridin-5-amine FC=1C=C2C(=NC1N[C@H]1CN(CC1)C)N=C(N2C)C2=C(C=C(C=C2C)C(F)(F)F)OC